(S)-4-(5-(3-((6-((S)-3-carboxybutanoyl)-4-fluoro-3-methoxy-6,7-dihydro-5H-pyrrolo[3,4-b]pyridin-2-yl)oxy)propoxy)-6-methoxy-thieno[3,2-b]pyridin-2-yl)-2-methyl-4-oxobutanoic acid C(=O)(O)[C@H](CC(=O)N1CC2=NC(=C(C(=C2C1)F)OC)OCCCOC1=C(C=C2C(=N1)C=C(S2)C(C[C@@H](C(=O)O)C)=O)OC)C